C(=O)OCC#C 2-propyn-1-yl formate